2-methacryloxy-n-propylthio-5-methylthio-1,3,4-thiadiazole C(C(=C)C)(=O)OC(CSC=1SC(=NN1)SC)C